C(C)(C)(C)OC(=O)OCC([C@H](C[C@H]1C(N(CC1)C(=O)OC(C)(C)C)=O)NC([C@@H](NC(=O)C=1NC2=CC=CC(=C2C1)OC)CC(C)C)=O)=O tert-butyl (3S)-3-[(2S)-4-[(tert-butoxycarbonyl) oxy]-2-({N-[(4-methoxy-1H-indol-2-yl) carbonyl]-L-leucinyl} amino)-3-oxobutyl]-2-oxopyrrolidine-1-carboxylate